O=C1N(C(C2=CC=CC=C12)=O)CC#CC1=CC=C(O1)C#CCNC(OC(C)(C)C)=O tert-butyl (3-(5-(3-(1,3-dioxoisoindolin-2-yl)prop-1-yn-1-yl)furan-2-yl)prop-2-yn-1-yl)carbamate